CC(CNC(OC(C)(C)C)=O)(C)C1=CC(=CC=C1)C(NCC(NC=1SC=C(N1)C1=CC(=CC=C1)C1=CC=NC=C1)=O)=O tert-butyl (2-methyl-2-(3-((2-oxo-2-((4-(3-(pyridin-4-yl)phenyl)thiazol-2-yl)amino)ethyl)carbamoyl)phenyl)propyl)carbamate